spiro(xanthene-9,9'-fluorene)-2,6-diylbis(oxycarbonyl)bis-aniline C1=CC=CC=2C3=CC=CC=C3C3(C12)C1=CC=C(C=C1OC=1C=CC(=CC13)OC(=O)NC1=CC=CC=C1)OC(=O)NC1=CC=CC=C1